6-bromo-5-methyl-pyridin-2-amine BrC1=C(C=CC(=N1)N)C